N-[(3R,4R)-4-[4-(2-fluoro-6-hydroxy-3-methoxybenzoyl)benzamido]pyrrolidin-3-yl]-1H-pyrrolo[2,3-b]pyridine-4-carboxamide FC1=C(C(=O)C2=CC=C(C(=O)N[C@H]3[C@@H](CNC3)NC(=O)C=3C4=C(N=CC3)NC=C4)C=C2)C(=CC=C1OC)O